C(C)OC(CC1(N(C(=CC(=N1)C)C)C)O)=O (2-Hydroxy-1,4,6-trimethyl-1,2-dihydro-2-pyrimidinyl)acetic acid ethyl ester